N-(2-fluoro-4-methyl-5-(2-((1-methyl-1H-pyrazol-3-yl)amino)-8,9-dihydroimidazo[1',2':1,6]pyrido[2,3-d]pyrimidin-6-yl)phenyl)-4-(trifluoromethyl)pyridineamide FC1=C(C=C(C(=C1)C)C1=CC2=C(N=C(N=C2)NC2=NN(C=C2)C)N2C1=NCC2)NC(=O)C2=NC=CC(=C2)C(F)(F)F